N-(2-Bromo-5-(trifluoromethyl)phenyl)methanesulfonamide BrC1=C(C=C(C=C1)C(F)(F)F)NS(=O)(=O)C